mercury (3-ethoxypropyl) bromide C(C)OCCCBr.[Hg]